COC1=C2C(=NN(C2=CC=C1C(C(F)(F)F)OC)C)N 4-Methoxy-1-methyl-5-(2,2,2-trifluoro-1-methoxyethyl)-1H-indazol-3-amine